N1=CC=C(C=C1)NC=1N=CC2=C(N1)N1C(C(=C2)C2=CC=NC=C2)=NCC1 N,6-di(pyridin-4-yl)-8,9-dihydroimidazo[1',2':1,6]pyrido[2,3-d]pyrimidin-2-amine